C(C)OC(C(C)[P+](C1=CC=CC=C1)(C1=CC=CC=C1)C1=CC=CC=C1)=O (1-ethoxy-1-oxopropan-2-yl)triphenyl-phosphonium